5-(2-Aminopropoxy)-N-(1-(3-methoxynaphthalen-1-yl)cyclopropyl)-2-methylbenzamide NC(COC=1C=CC(=C(C(=O)NC2(CC2)C2=CC(=CC3=CC=CC=C23)OC)C1)C)C